N-(2-bromo-6-(cyclopropylcarbamoyl)-4-fluorophenyl)-4-methyltetrahydro-2H-pyran-4-carboxamide BrC1=C(C(=CC(=C1)F)C(NC1CC1)=O)NC(=O)C1(CCOCC1)C